1-(4-chlorophenyl)-5-fluoro-4-oxo-cinnoline-3-carboxylic acid ClC1=CC=C(C=C1)N1N=C(C(C2=C(C=CC=C12)F)=O)C(=O)O